2-amino-6-chloro-4-propoxypyridine-3,5-dicarbonitrile NC1=NC(=C(C(=C1C#N)OCCC)C#N)Cl